OCC(C1=NC=CC=C1)C1=NC2=C(C=C(C=C2C=C1C(=O)N)OC)OC1=CC=C(C=C1)C(F)(F)F (2-Hydroxy-1-(pyridin-2-yl)ethyl)-6-methoxy-8-(4-(trifluoromethyl)phenoxy)quinoline-3-carboxamide